NC(C1=NC=C(C=C1[S@](=O)CC)OC(C)(C)C#N)=N\C(=N/O)\C1=NC=CC=C1[S@](=O)CC (Z)-[amino-[5-(1-cyano-1-methyl-ethoxy)-3-[(R)-ethylsulfinyl]-2-pyridyl]methylene]-3-[(R)-ethylsulfinyl]-N'-hydroxy-pyridine-2-carboxamidine